(((((benzyloxy) carbonyl) amino) methyl) aminosulfamoyl) glutarate C(CCCC(=O)[O-])(=O)OS(NNCNC(=O)OCC1=CC=CC=C1)(=O)=O